(trans)-cyclopropane-1,2-dicarbonyl diazide [C@@H]1([C@@H](C1)C(=O)N=[N+]=[N-])C(=O)N=[N+]=[N-]